C1=CC=C2C(=C1)C=CC(=N2)C#N CYANOQUINOLINE